O[C@]([C@H](/C=C/[C@@H]([C@H](C=O)\C(\C)=C\C=C\[C@H](CO)C)C)OC(=O)N1CCN(CC1)C)(CC[C@@H](CC=O)O)C 4-methylpiperazine-1-carboxylic acid [(2s,3s,4e,6s,7s,10s)-7,10-dihydroxy-2-[(2e,4e,6r)-7-hydroxy-6-methylhept-2,4-dien-2-yl]-3,7-dimethyl-12-oxo-1-oxododec-4-en-6-yl] ester